7-(3-(cyclopropylmethoxy)-4-(difluoromethoxy)phenethyl)-2,3-dihydro-1H-inden-1-one C1(CC1)COC=1C=C(CCC=2C=CC=C3CCC(C23)=O)C=CC1OC(F)F